BrC=1C=C2C(=C(C=NC2=C(C1)F)C(C)(C)O)C 2-(6-bromo-8-fluoro-4-methylquinolin-3-yl)propan-2-ol